F[C@H]1CN(CC[C@H]1NC=1C=2C=C(N(C2C=CC1)CC(F)(F)F)C#CCNC1=C(C=C(C=C1)C(=O)N1CCOCC1)OC)C N-[(3S,4R)-3-fluoro-1-methylpiperidin-4-yl]-2-(3-{[2-methoxy-4-(morpholine-4-carbonyl)phenyl]amino}prop-1-yn-1-yl)-1-(2,2,2-trifluoroethyl)-1H-indol-4-amine